C(C)(C)C1=NOC(=N1)N1CCC(CC1)OC=1SC2=NC(=CC=C2N1)C1=CC=C(C=C1)S(=O)(=O)C 3-isopropyl-5-(4-((5-(4-(methylsulfonyl)phenyl)thiazolo[5,4-b]pyridin-2-yl)oxy)piperidin-1-yl)-1,2,4-oxadiazol